N1(CCCCC1)C1=NC2=CC=CC=C2C(=C1)C#N (piperidin-1-yl)quinoline-4-carbonitrile